2-N-butyryl-6-O-(L-phenylalanyl)-D-glucosamine hydrochloride Cl.C(CCC)(=O)N[C@H]1C(O)O[C@@H]([C@H]([C@@H]1O)O)COC([C@@H](N)CC1=CC=CC=C1)=O